di(tert-butyl)(fluoro)(6-methoxy-1-methyl-1H-1,7-diazainden-2-yl)silane C(C)(C)(C)[Si](C=1N(C2=NC(=CC=C2C1)OC)C)(F)C(C)(C)C